6-((6-fluoroquinolin-4-yl)oxy)-3-aza-bicyclo[3.1.0]hexane-3-carboxylic acid tert-butyl ester C(C)(C)(C)OC(=O)N1CC2C(C2C1)OC1=CC=NC2=CC=C(C=C12)F